[5-[2-[[(1R)-1-[2-(4,4-dimethyl-1-piperidyl)-3,6-dimethyl-4-oxo-chromen-8-yl] ethyl] amino]-6-fluoro-phenyl]-2-formyl-phenyl] trifluoromethanesulfonate FC(S(=O)(=O)OC1=C(C=CC(=C1)C1=C(C=CC=C1F)N[C@H](C)C=1C=C(C=C2C(C(=C(OC12)N1CCC(CC1)(C)C)C)=O)C)C=O)(F)F